(±)-3-(5-(7,8-Dimethyl-[1,2,4]triazolo[1,5-a]pyridin-6-yl)-4-isopropyl-1H-pyrazol-3-yl)-8-isobutyl-6,6a,7,8,9,10-hexahydropyrazino[1,2-d]pyrido[3,2-b][1,4]oxazine CC1=C(C=2N(C=C1C1=C(C(=NN1)C1=CC=3OC[C@@H]4N(C3N=C1)CCN(C4)CC(C)C)C(C)C)N=CN2)C |r|